The molecule is a phosphatidylcholine 40:4 in which the two acyl substituents at positions 1 and 2 are specified as stearoyl and (7Z,10Z,13Z,16Z)-docosatetraenoyl respectively. It has a role as a mouse metabolite. It derives from an octadecanoic acid and an all-cis-docosa-7,10,13,16-tetraenoic acid. CCCCCCCCCCCCCCCCCC(=O)OC[C@H](COP(=O)([O-])OCC[N+](C)(C)C)OC(=O)CCCCC/C=C\\C/C=C\\C/C=C\\C/C=C\\CCCCC